C1(CC(CCC1)C(=O)O)C(=O)O 1,3-Cyclohexanedicarboxylic acid